C(C1=CC=CC=C1)OC(=O)NC1COC2=C(C1)C(=CC(=C2F)N2CC1CCC(C2)N1C(=O)OC(C)(C)C)F Tert-Butyl 3-(3-[[(benzyloxy)carbonyl]amino]-5,8-difluoro-3,4-dihydro-2H-1-benzopyran-7-yl)-3,8-diazabicyclo[3.2.1]octane-8-carboxylate